C(C)OCCN1N=C(C(=C1)NC(=O)C=1OC(=CC1)C=1C=NNC1)C1=NC=CC=C1 N-(1-(2-ethoxyethyl)-3-(pyridin-2-yl)-1H-pyrazol-4-yl)-5-(1H-pyrazol-4-yl)furan-2-carboxamide